(2R)-2-amino-3-sulfanyl-propanoic acid N[C@H](C(=O)O)CS